(R)-7-(3-(dimethylamino)azetidin-1-yl)-N-(1-(2-fluoro-3-(trifluoromethyl)phenyl)ethyl)-4-methylphthalazin-1-amine CN(C1CN(C1)C1=CC=C2C(=NN=C(C2=C1)N[C@H](C)C1=C(C(=CC=C1)C(F)(F)F)F)C)C